C(C)(=O)N1[C@H]([C@@H](N(CC1)C(=O)OC(C)(C)C)COCC1=CC=CC=C1)C1=CC(=NC(=C1)Cl)Br trans-tert-butyl 4-acetyl-2-((benzyloxy)methyl)-3-(2-bromo-6-chloropyridin-4-yl)piperazine-1-carboxylate